ClC1=CC(=C(C=C1)S(=O)(=O)NCCNC(=O)[C@H]1N(C[C@@H](C1)O)C([C@H](C(C)(C)C)N1N=NC(=C1)C1CC1)=O)F (2S,4R)-N-[2-[(4-chloro-2-fluoro-phenyl)sulfonylamino]ethyl]-1-[(2S)-2-(4-cyclopropyltriazol-1-yl)-3,3-dimethyl-butanoyl]-4-hydroxy-pyrrolidine-2-carboxamide